Ethyl 2-(1-(cyclopropylmethyl)-7-hydroxy-1H-indol-2-yl)-3-methylpyrazolo[1,5-a]pyridine-6-carboxylate C1(CC1)CN1C(=CC2=CC=CC(=C12)O)C1=NN2C(C=CC(=C2)C(=O)OCC)=C1C